4,7-difluoro-9-(4,4,5,5-tetramethyl-1,3,2-dioxaborolan-2-yl)-1,4-dihydro-2H-spiro[benzo[c][2,6]naphthyridine-3,1'-cyclopropane] FC1C=2C=NC3=C(C2CNC12CC2)C=C(C=C3F)B3OC(C(O3)(C)C)(C)C